CC1=C(C=C(C=C1)CN1CCOCC1)NC(C1=CC=C(C=C1)NC1=NC=C(C(=N1)C1=CC=C(C=C1)C(F)(F)F)SC)=O N-(2-methyl-5-morpholin-4-ylmethyl-phenyl)-4-[5-methylsulfanyl-4-(4-trifluoromethyl-phenyl)-pyrimidin-2-ylamino]-benzamide